4-dimethyl-t-butylsiloxy-1,3-cyclohexanedione C[Si](OC1C(CC(CC1)=O)=O)(C(C)(C)C)C